2-[(2R,3S)-2-amino-3-fluorobutyl]-5-chloro-3-methyl-N-[(thiophen-2-yl)methyl]thieno[3,2-b]pyridin-7-amine N[C@H](CC1=C(C2=NC(=CC(=C2S1)NCC=1SC=CC1)Cl)C)[C@H](C)F